C1(=CC=CC=C1)S(=O)(=O)CCCOC=1C=CC(=NC1)NC=1N=CC2=C(N1)N(C(C=C2)=O)C2CCCC2 2-[5-(3-Benzenesulfonyl-propoxy)-pyridin-2-ylamino]-8-cyclopentyl-8H-pyrido[2,3-d]pyrimidin-7-one